1-methyl-1-[1-(1-oxo-2H-isoquinolin-4-yl)ethyl]-3-[2-(trifluoromethyl)-4-pyridyl]urea CN(C(=O)NC1=CC(=NC=C1)C(F)(F)F)C(C)C1=CNC(C2=CC=CC=C12)=O